N-(3-(2-(difluoromethoxy)-5-(4-(((3-hydroxypropyl)(propyl)amino)methyl)phenoxy)phenyl)-1-methyl-1H-pyrazol-4-yl)pyrazolo[1,5-a]pyrimidine-3-carboxamide FC(OC1=C(C=C(C=C1)OC1=CC=C(C=C1)CN(CCC)CCCO)C1=NN(C=C1NC(=O)C=1C=NN2C1N=CC=C2)C)F